dimethoxy(methyl)phenyl-silane tert-Butyl-(s)-2-((4-methyl-3-((1-(7-(2,2,2-trifluoroethoxy)quinolin-5-yl)cyclopropyl)carbamoyl)phenoxy)methyl)azetidine-1-carboxylate C(C)(C)(C)OC(=O)N1[C@@H](CC1)COC1=CC(=C(C=C1)C)C(NC1(CC1)C1=C2C=CC=NC2=CC(=C1)OCC(F)(F)F)=O.CO[Si](C1=CC=CC=C1)(C)OC